(R,Z)-N-(cyclopentyl(phenyl)methyl)-4-(trifluoromethyl)benzimidoyl cyanide C1(CCCC1)[C@@H](\N=C(\C1=CC=C(C=C1)C(F)(F)F)/C#N)C1=CC=CC=C1